NC1=CC(=C(C=C1OC)N1CCC(CC1)N1CCN(CC1)C(=O)OC(C)(C)C)C=1C=NN(C1)C tert-Butyl 4-(1-(4-amino-5-methoxy-2-(1-methyl-1H-pyrazol-4-yl)phenyl)piperidin-4-yl)piperazine-1-carboxylate